chloro-2-(3,4-dimethoxyphenyl)-4H-pyrimido[1,2-b]pyridazin-4-one ClC1=C(N=C2N(N=CC=C2)C1=O)C1=CC(=C(C=C1)OC)OC